4-aminopyrrolidine-2-carboxylic acid NC1CC(NC1)C(=O)O